(S)-(5-(1,4-dimethyl-1H-pyrazol-5-yl)-1,3,4-oxadiazol-2-yl)(4-(7-fluoropyrazolo[1,5-a]pyridin-2-yl)-6,7-dihydro-1H-imidazo[4,5-c]pyridin-5(4H)-yl)methanone CN1N=CC(=C1C1=NN=C(O1)C(=O)N1[C@@H](C2=C(CC1)NC=N2)C2=NN1C(C=CC=C1F)=C2)C